lithium pimelate C(CCCCCC(=O)[O-])(=O)[O-].[Li+].[Li+]